BrC=C(C1=CC=C(C=C1)OC)N1C=NC2=C1C=CC=C2 1-(2-bromo-1-(4-methoxyphenyl)vinyl)benzimidazole